1,2-diphytoyl-sn-glycero-3-phosphoethanolamine C(\C=C(/C)\CCC[C@H](C)CCC[C@H](C)CCCC(C)C)(=O)OC[C@@H](OC(\C=C(/C)\CCC[C@H](C)CCC[C@H](C)CCCC(C)C)=O)COP(=O)(O)OCCN